COC1=C(C=C(C=C1)C(=O)N1CCC(CC1)C1CCNCC1)N1C(NC(CC1)=O)=O 1-[2-Methoxy-5-[4-(4-piperidyl)piperidine-1-carbonyl]phenyl]hexahydropyrimidine-2,4-dione